(6-bromo-4-(trifluoromethyl)benzofuran-2-yl)methylamine BrC1=CC2=C(C=C(O2)CN)C(=C1)C(F)(F)F